BrC1=C(OCCCC(=O)O)C=CC=C1OC 4-(2-bromo-3-methoxyphenoxy)butyric acid